1-(3-(4-(2-(trifluoromethyl)phenyl)piperidine-1-carbonyl)-1,4,6,7-tetrahydro-5H-pyrazolo[4,3-c]pyridin-5-yl)ethan-1-one FC(C1=C(C=CC=C1)C1CCN(CC1)C(=O)C1=NNC2=C1CN(CC2)C(C)=O)(F)F